FC1CC(N(C1)C(CCC=1C=NC=CC1)=O)C(=O)NC(C1=CC=C(C=C1)C(C)C)C1=CC=CC=C1 4-fluoro-N-{phenyl[4-(propan-2-yl)phenyl]methyl}-1-[3-(pyridin-3-yl)propanoyl]pyrrolidine-2-carboxamide